((2-(2-methyl-[1,1'-biphenyl]-3-yl)-1H-benzo[d]imidazol-5-yl)methyl)-L-allothreonine CC1=C(C=CC=C1C1=NC2=C(N1)C=CC(=C2)CN[C@@H]([C@@H](O)C)C(=O)O)C2=CC=CC=C2